ClC1=CC=C(C=C1)C1=CC(=NC(=N1)C=1C=NC=CC1)C1CCC2C(CNCC2)O1 (6-(4-chlorophenyl)-2-(pyridin-3-yl)pyrimidin-4-yl)octahydro-2H-pyrano[2,3-c]pyridine